(2-[4,4-dimethyl-9-oxo-1,10-diazatricyclo[6.4.0.0^[2,6]]dodeca-2(6),7-dien-10-yl]-3-[(oxan-2-yloxy)methyl]pyridin-4-yl)boronic acid CC1(CC=2N3CCN(C(C3=CC2C1)=O)C1=NC=CC(=C1COC1OCCCC1)B(O)O)C